(4-(4-amino-7-isopropylimidazo[5,1-f][1,2,4]triazin-5-yl)benzyl)-2-(trifluoromethoxy)benzamide NC1=NC=NN2C1=C(N=C2C(C)C)C2=CC=C(CC=1C(=C(C(=O)N)C=CC1)OC(F)(F)F)C=C2